C1(=CC=CC=C1)NC(=O)NC1=CC=NC=C1 N-Phenyl-N'-(4-Pyridyl)urea